NC[C@@H](C(=O)N1CCN(CC1)C=1C2=C(N=CN1)[C@@H](C[C@H]2C)O)C2=C(C=C(C=C2)Br)F (S)-3-amino-2-(4-bromo-2-fluorophenyl)-1-(4-((5R,7R)-7-hydroxy-5-methyl-6,7-dihydro-5H-cyclopenta[d]pyrimidin-4-yl)piperazin-1-yl)propan-1-one